(S)-7-ethyl-7-hydroxy-10,13-dihydro-11H-[1,3]dioxolo[4,5-g]pyrano[3',4':6,7]indolizino[1,2-b]quinoline-8,11(7H)-dione C(C)[C@]1(C(OCC=2C(N3CC=4C(=NC=5C=C6C(=CC5C4)OCO6)C3=CC21)=O)=O)O